1,1,1-trimethyl-3,3,3-tris(1-methylethyl)disiloxane C[Si](O[Si](C(C)C)(C(C)C)C(C)C)(C)C